diytterbium trioxide [O-2].[O-2].[O-2].[Yb+3].[Yb+3]